C1(CC1)C1=NC=NC(=C1C1=NN2C(N(C(C=C2)=O)[C@@H](C)C2=CC(=C(C=C2)C=2N(C=C(N2)C(F)(F)F)CC)F)=N1)OC (S)-2-(4-cyclopropyl-6-methoxypyrimidin-5-yl)-4-(1-(4-(1-ethyl-4-(trifluoromethyl)-1H-imidazol-2-yl)-3-fluorophenyl)ethyl)-[1,2,4]triazolo[1,5-a]pyrimidin-5(4H)-one